O1CCC2=C1C=C(C=C2)CNC2CCC(CC2)(F)F N-((2,3-dihydrobenzofuran-6-yl)methyl)-4,4-difluorocyclohexan-1-amine